trans-3-cyclopentylpropen-1-ylboronic acid C1(CCCC1)C/C=C/B(O)O